NC=1N=C(SC1C(=O)C1=CC=NC=C1)N(C1=CC(=C(C=C1)F)Cl)C(C(=O)N)C (N-[4-Amino-5-(pyridin-4-carbonyl)thiazol-2-yl]-3-chloro-4-fluoroanilino)propanamid